3-((3,5-bis(trifluoromethyl)phenyl)amino)-6-methylbenzo[d]isothiazole 1,1-dioxide FC(C=1C=C(C=C(C1)C(F)(F)F)NC1=NS(C2=C1C=CC(=C2)C)(=O)=O)(F)F